2'-fluorodeoxyinosine monothiophosphate P(=S)(O)(O)OC[C@@H]1[C@H]([C@H]([C@@H](O1)N1C=NC=2C(O)=NC=NC12)F)O